FC=1C(=CC2=CN(N=C2C1)C1CCNCC1)NC(=O)C=1C=NN2C1N=CC=C2 N-(6-fluoro-2-(piperidin-4-yl)-2H-indazol-5-yl)pyrazolo[1,5-a]pyrimidine-3-carboxamide